1,3-dimethyl-n-propylimidazolium CC(CCC)C=1NC=C[NH+]1